ClC1=C(C=CC(=C1)Cl)[C@@H](C)N1N=NC2=C1C=C(C=C2CC)N2CC(C2)[C@@H]2CN(CCC2)C2CC(C2)(C(=O)O)C (1R,3r)-3-((R)-3-(1-(1-((S)-1-(2,4-dichlorophenyl)ethyl)-4-ethyl-1H-benzo[d][1,2,3]triazol-6-yl)azetidin-3-yl)piperidin-1-yl)-1-methylcyclobutane-1-carboxylic acid